ClC=1C=C2[C@](NC(NC2=CC1)=O)(C(F)(F)F)\C=C\C1CC1 (4S)-6-chloro-4-[(1E)-cyclopropylethenyl]-3,4-dihydro-4-trifluoromethyl-2(1H)-quinazolinone